C(CC(C)C)OS(=O)(=O)CCS(=O)(=O)OCCC(C)C.ClC(C(=O)N1C(COC12COC2)C)Cl 2,2-dichloro-1-(7-methyl-2,5-dioxa-8-azaspiro[3.4]oct-8-yl)ethan-1-one diisoamyl-1,2-ethanedisulfonate